6-(4-Aminomethyl-4-methyl-piperidin-1-yl)-2,5-dimethyl-3-naphthalen-2-yl-3H-pyrimidin-4-one NCC1(CCN(CC1)C1=C(C(N(C(=N1)C)C1=CC2=CC=CC=C2C=C1)=O)C)C